difluoro (malonate) lithium borate salt B([O-])([O-])[O-].[Li+].C(CC(=O)OF)(=O)OF.[Li+].[Li+]